6-{[(methoxycyclopropyl)amino]methyl}-4-(trifluoromethyl)-2,3-dihydro-1H-isoindol-1-one COC1(CC1)NCC1=CC(=C2CNC(C2=C1)=O)C(F)(F)F